(R)-(1-benzyl-4,4-difluoropiperidin-3-yl)methanol C(C1=CC=CC=C1)N1C[C@@H](C(CC1)(F)F)CO